CS(=O)(=O)C1=CC(=C(C=C1)NCC#CC=1N(C2=CC=CC(=C2C1)N[C@@H]1CN(CC[C@@H]1O)C)CC(F)(F)F)OC |r| rac-(3R,4S)-3-[(2-{3-[(4-methanesulfonyl-2-methoxyphenyl)amino]prop-1-yn-1-yl}-1-(2,2,2-trifluoroethyl)-1H-indol-4-yl)amino]-1-methylpiperidin-4-ol